N-(4-fluoro-2-isopropoxyphenyl)-6-vinylpyrido[3,2-d]pyrimidin-4-amine FC1=CC(=C(C=C1)NC=1C2=C(N=CN1)C=CC(=N2)C=C)OC(C)C